(((1,1-dimethylethyl)amino)methyl)-4-hydroxy-1,3-benzenedimethanol CC(C)(C)NCC1=C(C=CC(=C1CO)O)CO